CS(=O)(=O)OC[C@@]1(C(C1)(F)F)COCC1=CC=CC=C1 (S)-(1-((benzyloxy)methyl)-2,2-difluorocyclopropyl)methyl methanesulfonate